(3S,4R)-1-(4,5-diphenyloxazol-2-yl)-4-((phenylthio)methyl)hex-5-en-3-ol C1(=CC=CC=C1)C=1N=C(OC1C1=CC=CC=C1)CC[C@@H]([C@@H](C=C)CSC1=CC=CC=C1)O